2-[4-(2-oxocyclopentane-1-ylmethyl)phenyl]Propionic acid O=C1C(CCC1)CC1=CC=C(C=C1)C(C(=O)O)C